1-ethyl-3-(5-((1-(2-methyl-6-(1H-pyrazol-1-yl)pyridin-3-yl)piperidin-4-yl)methyl)isothiazol-3-yl)urea C(C)NC(=O)NC1=NSC(=C1)CC1CCN(CC1)C=1C(=NC(=CC1)N1N=CC=C1)C